iron-iron sulfide [Fe]=S.[Fe]